[Cl-].O=C1N(C=CC(N1)=O)[C@H]1[C@@H]([C@@H]([C@@](O1)(F)COC(=O)[C@H](C(C)C)[NH3+])O)O [(1S)-1-[[(2S,3S,4R,5R)-5-(2,4-dioxopyrimidin-1-yl)-2-fluoro-3,4-dihydroxy-tetrahydrofuran-2-yl]methoxycarbonyl]-2-methyl-propyl]ammonium chloride